Butyl 7-nitro-3,4-dihydroisoquinoline-2(1H)-carboxylate [N+](=O)([O-])C1=CC=C2CCN(CC2=C1)C(=O)OCCCC